C(C)(C)(C)C1=CC=C(C=N1)NCC#C 6-tert-butyl-N-prop-2-ynyl-pyridin-3-amine